ClC1=C(C=C(C=C1)S(=O)(=O)NC=1C(=NC=C(C1)C)OC=1C=C(C=CC1)NC(C=C)=O)C(F)(F)F N-[3-({3-[4-chloro-3-(trifluoromethyl)benzenesulfonamido]-5-methylpyridin-2-yl}oxy)phenyl]prop-2-enamide